3-cyano-4-methoxypiperidine-1-carboxylic acid tert-butyl ester C(C)(C)(C)OC(=O)N1CC(C(CC1)OC)C#N